C(C)(C)(C)N(C(O)=O)CC1=CC=C(C=C1)O.ClC1=CC(=C2C(=N1)N=CN2COCC[Si](C)(C)C)Cl 2-[(5,7-dichloroimidazo[4,5-b]pyridin-1-yl)methoxy]ethyltrimethylsilane tert-butyl-(4-hydroxybenzyl)carbamate